ClC=1C=C2C(N(C(=NC2=CC1Cl)[C@@H](CCC)N1CCNC[C@@H](C1)C)CC)=O 6,7-Dichloro-3-ethyl-2-((R)-1-((S)-6-methyl-1,4-diazepan-1-yl)butyl)quinazolin-4(3H)-one